C1(CCCCC1)C=1C=2CC[C@H]3N(C2N=CC1)CCNC3 (R)-4-cyclohexyl-6,6a,7,8,9,10-hexahydro-5H-pyrazino[1,2-a][1,8]naphthyridine